5-((2-methoxyethyl)amino)-2-methylthiazole-4-carboxylic acid ethyl ester C(C)OC(=O)C=1N=C(SC1NCCOC)C